(dimethyl-amino)benzophenone CN(C)C1=C(C(=O)C2=CC=CC=C2)C=CC=C1